6-fluoro-5-(1-(2-fluorophenyl)ethyl)-3-((isoquinolin-3-ylmethyl)amino)-4H-benzo[e][1,2,4]thiadiazine 1,1-dioxide FC=1C=CC2=C(NC(=NS2(=O)=O)NCC=2N=CC3=CC=CC=C3C2)C1C(C)C1=C(C=CC=C1)F